gold-calcium carbonate C([O-])([O-])=O.[Ca+2].[Au+3]